C(C=C)N(CCCO)CC=C 3-(diallylamino)propanol